C(C)OC(=O)C=1OC(=NN1)C(C)(C)C1=CC=CC=C1 5-(2-phenylpropane-2-yl)-1,3,4-oxadiazole-2-carboxylic acid ethyl ester